tert-Butyl (R)-8-((1-methyl-2-oxopyrrolidin-3-yl)amino)-3,4-dihydroisoquinoline-2(1H)-carboxylate CN1C([C@@H](CC1)NC=1C=CC=C2CCN(CC12)C(=O)OC(C)(C)C)=O